4-Fluoro-N-(5-fluoro-2-((2S,3S)-2-methylpiperidin-3-yl)thieno[2,3-b]pyridin-4-yl)benzo[d]thiazol-5-amine FC1=C(C=CC2=C1N=CS2)NC2=C1C(=NC=C2F)SC(=C1)[C@@H]1[C@@H](NCCC1)C